ClC1=C(C=CC=C1F)C1CCN(CC1)C(=O)C1=NNC2=C1CN(CC2)CC (4-(2-chloro-3-fluorophenyl)piperidin-1-yl)(5-ethyl-4,5,6,7-tetrahydro-1H-pyrazolo[4,3-c]pyridin-3-yl)methanone